FC=1C=CC=C2C=C(NC(C12)=O)CCCN1CCC(CC1)NC=1C=CC(=NC1)C#N 5-((1-(3-(8-fluoro-1-oxo-1,2-dihydroisoquinolin-3-yl)propyl)piperidin-4-yl)amino)pyridinecarbonitrile